C1N(CC2=CC=CC=C12)CC=1OC=C(C(C1)=O)OCC1CCN(CC1)S(=O)(=O)C 2-(isoindolin-2-ylmethyl)-5-((1-(methyl-sulfonyl)-piperidin-4-yl)methoxy)-4H-pyran-4-one